C(C1=CC=CC=C1)C1CCC(CC1)C=1C2=C(N=CN1)NC=C2C2=CC(=CC=C2)Cl 4-(4-benzylcyclohexyl)-5-(3-chlorophenyl)-7H-pyrrolo[2,3-d]pyrimidine